5-methoxy-2-(methylsulfonyl)hexahydrocyclopenta[c]pyrrol COC1CC2C(CN(C2)S(=O)(=O)C)C1